C1(=CC=CC=C1)C([C@H](N)C(=O)O)C1=CC=CC=C1 3,3-diphenyl-alanine